(3R)-N-[3-[2-(cyclopropylmethylamino)-8-methyl-7-oxopyrido[2,3-d]pyrimidin-6-yl]-2,4-difluorophenyl]-3-fluoropyrrolidine-1-sulfonamide C1(CC1)CNC=1N=CC2=C(N1)N(C(C(=C2)C=2C(=C(C=CC2F)NS(=O)(=O)N2C[C@@H](CC2)F)F)=O)C